2,5-Diethynylfuran C(#C)C=1OC(=CC1)C#C